N(=C=O)C(C)(C)C1=CC=C(C=C1)C(C)(N=C=O)C 1,4-bis(1-isocyanato-1-methylethyl)benzene